N-(3,5-dichlorophenyl)-5-(1-(piperidin-4-yl)-1H-pyrazol-4-yl)-1H-pyrazolo[3,4-c]pyridin-3-amine ClC=1C=C(C=C(C1)Cl)NC1=NNC2=CN=C(C=C21)C=2C=NN(C2)C2CCNCC2